1-(5-chloropyrazolo[1,5-a]pyrimidin-3-yl)ethan-1-one ClC1=NC=2N(C=C1)N=CC2C(C)=O